FC(C1=CC=C(C=C1)N1CCCC2=CC=C(C=C12)NC(C=C)=O)(F)F N-[1-[4-(trifluoromethyl)phenyl]-3,4-dihydro-2H-quinolin-7-yl]prop-2-enamide